(E)-3-[4-[(Z)-2-Amino-3-[amino-[2-(2,4-difluorophenyl)-2-hydroxy-3-(1,2,4-triazol-1-yl)propyl]amino]prop-2-enoxy]phenyl]-1-[4-(4-propylpiperazin-1-yl)phenyl]prop-2-en-1-one N\C(\COC1=CC=C(C=C1)/C=C/C(=O)C1=CC=C(C=C1)N1CCN(CC1)CCC)=C/N(CC(CN1N=CN=C1)(O)C1=C(C=C(C=C1)F)F)N